ClC1=C(OCC2[C@H]3CNC[C@@H]23)C=CC(=C1)F (1R,5S,6R)-6-[(2-chloro-4-fluoro-phenoxy)methyl]-3-azabicyclo[3.1.0]hexane